N2-[4-(aminomethyl)phenyl]-N4-[2-(6-methyl-2-pyridyl)pyrimidin-4-yl]pyrimidine-2,4-diamine NCC1=CC=C(C=C1)NC1=NC=CC(=N1)NC1=NC(=NC=C1)C1=NC(=CC=C1)C